Cl.Cl.[Ru].N1=C(C=NC=C1)C1=NC=CN=C1.N1=C(C=NC=C1)C1=NC=CN=C1.N1=C(C=NC=C1)C1=NC=CN=C1 tris(2,2'-bipyrazinyl) ruthenium bis(hydrochloride) salt